CS(=O)(=O)NC1=C(C=C(C=C1)[N+](=O)[O-])OC2CCCCC2 N-[2-(cyclohexyloxy)-4-nitrophenyl]methanesulfonamide